chloro-7-((5-(4-methylpiperazin-1-yl)pyridin-2-yl)amino)isoindolin-1-one ClN1C(C2=C(C=CC=C2C1)NC1=NC=C(C=C1)N1CCN(CC1)C)=O